NC=1N=C(C2=C(N1)N(C(C(=C2)C2=CC=NN2)=O)CC)C 2-amino-8-ethyl-4-methyl-6-(1H-pyrazol-5-yl)pyrido[2,3-d]pyrimidin-7-one